FC(C=1N=CC(=NC1)CC1CC2(CN(C2)C=O)C1)(F)F [6-[[5-(trifluoromethyl)pyrazin-2-yl]methyl]-2-azaspiro[3.3]heptan-2-yl]methanone